F[C@@H](C#N)CCCCCCCC |r| (±)-2-fluorodecanonitrile